1-(6-((tetrahydro-2H-pyran-4-yl)amino)pyridin-3-yl)guanidine O1CCC(CC1)NC1=CC=C(C=N1)NC(=N)N